carbonyl-diiodooxide C1(=O)[IH]O[IH]1